8-fluoro-isoquinolin-4-amine FC=1C=CC=C2C(=CN=CC12)N